4-[2-(N-[3,3-difluorocyclohexyl]anilino)-2-oxo-ethyl]-1-[(racemic)-2-(4-fluorophenyl)propanoyl]piperidine-4-carboxylic acid FC1(CC(CCC1)N(C1=CC=CC=C1)C(CC1(CCN(CC1)C([C@H](C)C1=CC=C(C=C1)F)=O)C(=O)O)=O)F |r|